(R)-5-(5-(1-(3,5-dimethylpyridazin-4-yl)ethoxy)-6-methoxy-1H-indazol-3-yl)-2-methoxy-3-methylbenzonitrile CC=1N=NC=C(C1[C@@H](C)OC=1C=C2C(=NNC2=CC1OC)C=1C=C(C(=C(C#N)C1)OC)C)C